SC(C(=O)[O-])C mercaptopropionate